C1(=CC=CC=C1)C1=NN=C(O1)C1=CC=C(C=C1)NC(=O)C1CCCC1 N-[4-(5-phenyl-1,3,4-oxadiazol-2-yl)phenyl]cyclopentanecarboxamide